C1(CCCCC1)ON1C(CC(CC1(C)C)N(CCCC)C1=NC(=NC(=N1)N(C1CC(N(C(C1)(C)C)OC1CCCCC1)(C)C)CCCC)NCCO)(C)C 2,4-bis[N-(1-cyclohexyloxy-2,2,6,6-tetramethylpiperidin-4-yl)-N-butylamino]-6-(2-hydroxyethyl)amino-1,3,5-triazine